NC1=NC=CC(=C1)C1=CC=C2C(=N1)N(C(=N2)C)C2=CC(=C(C=C2)N2CCN(CC2)C=2C=CC(=NC2)N2CCC(CC2)C(=O)O)F 1-(5-(4-(4-(5-(2-aminopyridin-4-yl)-2-methyl-3H-imidazo[4,5-b]pyridin-3-yl)-2-fluorophenyl)piperazin-1-yl)pyridin-2-yl)piperidine-4-carboxylic acid